ClC=1C(=CC=C2C=C(NC12)C(=O)N[C@H](C(=O)N[C@H](C(=O)OC)C[C@H]1C(NCCC1)=O)CC1CC1)F methyl (2S)-2-[[(2S)-2-[(7-chloro-6-fluoro-1H-indole-2-carbonyl)amino]-3-cyclopropyl-propanoyl]amino]-3-[(3S)-2-oxo-3-piperidyl]propanoate